C(C(C)C)OC(=O)C1C2C=CC(C1C(=O)OCC(C)C)CC2 bicyclo[2.2.2]oct-5-ene-2,3-dicarboxylic acid diisobutyl ester